2-chloro-N,N-dimethyl-4-(1-(1-(3,3,3-trifluoro-2-hydroxy-2-m-tolylpropanoyl)piperidin-4-yl)azetidin-3-ylamino)benzamide ClC1=C(C(=O)N(C)C)C=CC(=C1)NC1CN(C1)C1CCN(CC1)C(C(C(F)(F)F)(C=1C=C(C=CC1)C)O)=O